C(C)(C)(C)OC(=O)N1C(CC(CC1)O)C(=O)O 1-(tert-butoxycarbonyl)-4-hydroxypiperidine-2-carboxylic acid